2-(1H-indol-3-yl)-N,N-dimenthylethan-1-amine N1C=C(C2=CC=CC=C12)CCN(C1CC(CCC1C(C)C)C)C1CC(CCC1C(C)C)C